(S)-4-((2-Fluoropyridin-3-yl)oxy)-N-(7-((3-hydroxyoxetan-3-yl)ethynyl)-5-methyl-4-oxo-2,3,4,5-tetrahydrobenzo[b][1,4]oxazepin-3-yl)pyridineamide FC1=NC=CC=C1OC1=CC(=NC=C1)C(=O)N[C@@H]1C(N(C2=C(OC1)C=CC(=C2)C#CC2(COC2)O)C)=O